4-(((4-(tert-Butoxycarbonyl)-2-chloro-5-fluorobenzyl)oxy)methyl)-4-fluoropiperidine-1-carboxylic acid tert-butyl ester C(C)(C)(C)OC(=O)N1CCC(CC1)(F)COCC1=C(C=C(C(=C1)F)C(=O)OC(C)(C)C)Cl